[Si](C)(C)(C(C)(C)C)OC1=CC(=C(NC=2C=C(N(C2C)C)C#N)C=C1)F 4-[4-[tert-butyl(dimethyl)silyl]oxy-2-fluoro-anilino]-1,5-dimethyl-pyrrole-2-carbonitrile